tert-Butyl 4-[3-(1,3-dimethylpyrrolo[1,2-a]pyrazin-7-yl)-1-oxido-1,2,4-benzotriazin-1-ium-7-yl]-3,6-dihydro-2H-pyridine-1-carboxylate CC=1C=2N(C=C(N1)C)C=C(C2)C=2N=[N+](C1=C(N2)C=CC(=C1)C=1CCN(CC1)C(=O)OC(C)(C)C)[O-]